rac-(6S,7S)-7-[([1,1'-biphenyl]-3-yl)methyl]-6-[(methanesulfonyl)amino]-N,N-dimethyl-4,5,6,7-tetrahydropyrazolo[1,5-a]pyridine-2-carboxamide C1(=CC(=CC=C1)C[C@H]1[C@H](CCC=2N1N=C(C2)C(=O)N(C)C)NS(=O)(=O)C)C2=CC=CC=C2 |r|